C(C1=CC=CC=C1)OC1=C(C(OC12CCC(CC2)OCCN2CCN(CC2)CCOCCOCC(=O)OC(C)(C)C)=O)C2=C(C=C(C=C2C)C)C tert-butyl 2-(2-(2-(4-(2-(((5r,8r)-4-(benzyloxy)-3-mesityl-2-oxo-1-oxaspiro[4.5]dec-3-en-8-yl)oxy)ethyl)-piperazin-1-yl)ethoxy)ethoxy)acetate